C(C(=C)C)(=O)OCCCC[Si](OC)(OC)OC 4-(methacryloyloxy)butyl-trimethoxysilane